2-(3-(Dimethylamino)propoxy)-4-(4-fluorophenyl)-6-(pyridin-2-yl)pyridine-3-carbonitrile CN(CCCOC1=NC(=CC(=C1C#N)C1=CC=C(C=C1)F)C1=NC=CC=C1)C